C(C)OP(=O)(OCC)O.N12CCCN=C2CCC1 1,5-diazabicyclo[4.3.0]-5-nonene diethyl-phosphate